NC1=NC(=CC(=N1)N1[C@@H](COCCC1)C1=C(C=C(C(=O)N(C)CC)C=C1)Cl)C |r| (+/-)-4-(4-(2-amino-6-methylpyrimidin-4-yl)-1,4-oxazepan-3-yl)-3-chloro-N-ethyl-N-methylbenzamide